(2s,4S)-N-((1s,3S)-3-(3-Ethyl-5-methylphenyl)cyclobutyl)-N-methyl-6-oxo-7-oxa-5-azaspiro[3.4]octane-2-carboxamide C(C)C=1C=C(C=C(C1)C)C1CC(C1)N(C(=O)C1CC2(C1)NC(OC2)=O)C